C(CCCCCCC)OC(CCC(=O)OCC1=CC(=CC(=C1)COC(=O)OCC1CN(CCC1)CC)COC(CCC(OCCCCCCCC)OCCCCCCCC)=O)OCCCCCCCC (5-(((((1-ethylpiperidin-3-yl)methoxy)carbonyl)oxy)methyl)-1,3-phenylene)bis(methylene) bis(4,4-bis(octyloxy)butanoate)